2-(3-chloro-5-(((4-((1-(6-(pyridazin-4-yl)-1H-indazol-4-yl)azetidin-3-yl)oxy)butyl)amino)methyl)phenyl)acetonitrile ClC=1C=C(C=C(C1)CNCCCCOC1CN(C1)C1=C2C=NNC2=CC(=C1)C1=CN=NC=C1)CC#N